3-[5-[3-[[2-(4-chloro-3-fluoro-phenoxy)acetyl]amino]-1-bicyclo[1.1.1]pentyl]-1,3,4-oxadiazol-2-yl]azetidine-1-carboxylic acid tert-butyl ester C(C)(C)(C)OC(=O)N1CC(C1)C=1OC(=NN1)C12CC(C1)(C2)NC(COC2=CC(=C(C=C2)Cl)F)=O